2-(3-oxa-7,9-diaza-bicyclo[3.3.1]nonan-9-yl)-5-(4-chloro-2-methyl-2H-indazol-5-yl)-3-methyl-3,7-dihydro-4H-pyrrolo[2,3-d]pyrimidin-4-one C12COCC(CNC1)N2C=2N(C(C1=C(N2)NC=C1C1=C(C2=CN(N=C2C=C1)C)Cl)=O)C